N-[2-[(3-bromopyrazolo[1,5-a]pyrimidin-5-yl)amino]ethyl]-N-methyl-carbamate BrC=1C=NN2C1N=C(C=C2)NCCN(C([O-])=O)C